4-(5-((s)-3,10-dimethyl-2,3,4,4a,5,6-hexahydro-1H-pyrazino[1,2-a]quinolin-8-yl)-1H-pyrrolo[2,3-b]pyridin-3-yl)-N-((S)-2-hydroxypropyl)-N-methylbenzamide CN1C[C@H]2N(C3=C(C=C(C=C3CC2)C=2C=C3C(=NC2)NC=C3C3=CC=C(C(=O)N(C)C[C@H](C)O)C=C3)C)CC1